C1(=C(C=CC=C1C)C)P(=O)(C1=C(C=CC=C1C)C)Cl bis(2,6-xylyl)phosphoryl chloride